(S)-3-(5-(((S)-1-((8-fluoro-2-((R)-tetrahydrofuran-3-yl)quinolin-6-yl)methyl)pyrrolidin-3-yl)oxy)-1-oxoisoindolin-2-yl)piperidine-2,6-dione FC=1C=C(C=C2C=CC(=NC12)[C@@H]1COCC1)CN1C[C@H](CC1)OC=1C=C2CN(C(C2=CC1)=O)[C@@H]1C(NC(CC1)=O)=O